[2H]C(N1CCN(CC1)[C@@H]1CC[C@H](CC1)N1C=C(C2=C1N=CN=C2N)C2=CC=C(C=C2)OC2=CC=CC=C2)([2H])[2H] 7-((trans)-4-(4-(trideuteriomethyl)piperazin-1-yl)cyclohexyl)-5-(4-phenoxyphenyl)-7H-pyrrolo[2,3-d]pyrimidin-4-amine